(R)-2-methyl-morpholine hydrochloride Cl.C[C@@H]1CNCCO1